ClC1=CC2=C(N=CN(C2=O)CC2(CCN(CC2)C(=O)C2(CC2)C)O)N1C1=CC=C(C=C1)[C@@H]1NCCOC1 (S)-6-Chloro-3-((4-hydroxy-1-(1-methyl-cyclopropane-1-carbonyl)piperidin-4-yl)methyl)-7-(4-(morpholin-3-yl)phenyl)-3,7-dihydro-4H-pyrrolo[2,3-d]pyrimidin-4-one